C(CCCCCCC\C=C/C\C=C/CCCCC)(=O)OC(C)C isopropyl linoleate